1-bromo-4-cyclopropyl-2-methoxy-benzene BrC1=C(C=C(C=C1)C1CC1)OC